C1CCC2=C(C=3CCCC3C=C12)NC(=O)NS(=O)(=O)\C=C\CN1CC2CN(CC2C1)S(=O)(=O)C (E)-N-((1,2,3,5,6,7-hexahydro-s-indacen-4-yl)carbamoyl)-3-(5-(methylsulfonyl)hexahydropyrrolo[3,4-c]pyrrol-2(1H)-yl)prop-1-ene-1-sulfonamide